1-(2,6-difluorophenyl)-N-methylmethylamine FC1=C(C(=CC=C1)F)CNC